FC(C1=CC=C(N=N1)C(C(=O)OCC)C(=O)OCC)(F)F diethyl 2-[6-(trifluoromethyl)pyridazin-3-yl]propanedioate